(3R,4S,5R)-3-(3,4-difluoro-2-methoxyphenyl)-4,5-dimethyl-5-(trifluoromethyl)dihydrofuran-2(3H)-one FC=1C(=C(C=CC1F)[C@@H]1C(O[C@]([C@H]1C)(C(F)(F)F)C)=O)OC